ClC=1C2=C(C(N(C1)C=1C=C(C=CC1)C=1C(=CC(=CC1)F)C(=O)N(C)C)=O)NC(=C2)CN2C[C@H](CCC2)C (S)-3'-(4-chloro-2-((3-methylpiperidin-1-yl)methyl)-7-oxo-1,7-dihydro-6H-pyrrolo[2,3-c]pyridin-6-yl)-4-fluoro-N,N-dimethyl-[1,1'-biphenyl]-2-carboxamide